di(oxetan-3-yl)methyl-ethyl-n-propyloxysilane (2-(4-((6-((Tert-butoxycarbonyl)amino)hexanamido)methyl)phenyl)thiazole-4-carbonyl)-O-(tert-butyldimethylsilyl)-Z-seryl-Z-serinate C(C)(C)(C)OC(=O)NCCCCCC(=O)NCC1=CC=C(C=C1)C=1SC=C(N1)C(=O)N[C@@H](CO[Si](C)(C)C(C)(C)C)C(=O)N[C@@H](CO)C(=O)O.O1CC(C1)C(C1COC1)[SiH](OCCC)CC